N-[2-(2,4-dichlorophenyl)2-methoxy-1-methylethyl]-3-(difluoromethyl)-1-methyl-1H-pyrazole-4-carboxamide ClC1=C(C=CC(=C1)Cl)C(C(C)NC(=O)C=1C(=NN(C1)C)C(F)F)OC